CP(=O)(C)C1=CC(=C(C=N1)N(C(OC(C)(C)C)=O)CC#C)OC tert-butyl (6-(dimethylphosphoryl)-4-methoxypyridin-3-yl)(prop-2-yn-1-yl)carbamate